acetic acid (2-chloro-2-oxo-ethyl) ester ClC(COC(C)=O)=O